C(C1=CC=CC=C1)OC1=C2C(=C(N(C2=CC=C1)C1=CC=C(C=C1)F)Br)C#N (benzyloxy)-2-bromo-1-(4-fluorophenyl)-1H-indole-3-carbonitrile